tert-butyl 6-(4-(2,4-difluorophenyl)-3-methyl-5,6,7,8-tetrahydro-1,7-naphthyridin-2-yl)-2,6-diazaspiro[3.4]octane-2-carboxylate FC1=C(C=CC(=C1)F)C1=C(C(=NC=2CNCCC12)N1CC2(CN(C2)C(=O)OC(C)(C)C)CC1)C